ClC1=NC(=CC=C1C(=O)NS(=O)(=O)C1=CC=CC(=N1)NC(CCC1CC(N(C1)C(=O)OC(C)(C)C)(C)C)C)N1N=C(C=C1)OCCC1(CC1)C(F)(F)F tert-Butyl 4-[3-[[6-[[2-chloro-6-[3-[2-[1-(trifluoromethyl)cyclopropyl] ethoxy]pyrazol-1-yl]pyridine-3-carbonyl]sulfamoyl]-2-pyridyl]amino]butyl]-2,2-dimethyl-pyrrolidine-1-carboxylate